C(=C)C(C(C)C1=CC=CC=C1)(C1=CC=CC=C1)C=C divinyl-1,2-diphenyl-propane